C(C)C1=C2C3(C(N(C2=CC=C1)C)=O)CCC1(CC3)OCCO1 ethyl-1''-methyldispiro[1,3-dioxacyclopentane-2,1'-cyclohexane-4',3''-indol]-2''-one